COC=1C=C2[C@]3(C(NC2=CC1)=O)[C@@H](C3)C3=CC=C1C(=NNC1=C3)NC3=NC=C(C=C3OC)S(=O)(=O)N3CCOCC3 (1R,2S)-5'-methoxy-2-(3-{[3-methoxy-5-(morpholine-4-sulfonyl)pyridin-2-yl]amino}-1H-indazol-6-yl)spiro[cyclopropane-1,3'-indol]-2'(1'H)-one